L-α-methylproline C[C@]1(CCCN1)C(=O)O